[(3R,6s)-1-ethyl-6-(trifluoromethyl)piperidin-3-yl]-8-[5-(5-fluoro-2-methoxypyridin-4-yl)-1H-pyrazole-3-carbonyl]-8-azabicyclo[3.2.1]octane-3-carboxamide C(C)N1C[C@@H](CC[C@H]1C(F)(F)F)C12CC(CC(CC1)N2C(=O)C2=NNC(=C2)C2=CC(=NC=C2F)OC)C(=O)N